C1(=CC=CC=C1)[C@@H](C(=O)NC1=C(C=CC=C1)N1CCCC1)CC (S)-2-phenyl-N-(2-(pyrrolidin-1-yl)phenyl)butanamide